7-(diethylamino)-4-methyl-chroman-2-one C(C)N(C1=CC=C2C(CC(OC2=C1)=O)C)CC